N[C@H]1C2=CC(=CC=C2CC12CCN(CC2)C=2C=1N(C(=C(N2)C)Br)N=CC1)C#N 3-amino-r-(7-bromo-6-methyl-pyrazolo[1,5-a]pyrazin-4-yl)spiro[indane-2,4'-piperidine]-5-carbonitrile